BrC=1C(=CC2=C(C1)C=1N(N=C(C1CO2)C(=O)N(C)C(C)(C)C)C2=CC(=CC(=C2)Cl)Cl)OC 8-bromo-N-tert-butyl-1-(3,5-dichlorophenyl)-7-methoxy-N-methyl-1,4-dihydrobenzopyrano[4,3-c]Pyrazole-3-carboxamide